CC(C)(C)C=1C=C(C=C(C1O)C(C)(C)C)CC(C(=O)OC1CC(N(C(C1)(C)C)C)(C)C)(C(=O)OC1CC(N(C(C1)(C)C)C)(C)C)CCCC bis(1,2,2,6,6-pentamethyl-4-piperidyl) [[3,5-bis(1,1-di-methyl-ethyl)-4-hydroxyphenyl]methyl]butylmalonate